Cl.C1(=CC(=CC=C1)CC1NCC2(CC2)C1NS(=O)(=O)C)C1=CC=CC=C1 N-(6-(1,1'-biphenyl-3-ylmethyl)-5-azaspiro[2.4]heptan-7-yl)methanesulfonamide hydrochloride